C(C=C)[NH2+]CC=C.C(C=C)N(CC=C)CC=C triallylamine, diallylammonium salt